4-((4-methylpiperazin-1-yl)methyl)-3-(trifluoromethyl)benzoic acid CN1CCN(CC1)CC1=C(C=C(C(=O)O)C=C1)C(F)(F)F